C(C)(=O)N1CCC(CC1)C1=NN(C=2C=CC=C(C12)C1=C(C=C2C=NN(C2=C1)C)F)CC(=O)NCC=1SC=C(N1)CC(=O)O [2-({2-[3-(1-acetylpiperidin-4-yl)-5'-fluoro-1'-methyl-[4,6'-biindazol]-1-yl]acetamido}methyl)-1,3-thiazol-4-yl]acetic acid